N1=C(C=CC(=C1)C(=O)O)C(=O)N Pyridine-2,5-dicarboxylic acid amide